4-(2-(2-amino-5-cyano-7-methoxy-1H-benzo[d]imidazol-1-yl)ethyl)benzenesulfonamide NC1=NC2=C(N1CCC1=CC=C(C=C1)S(=O)(=O)N)C(=CC(=C2)C#N)OC